(R)-4-amino-N-(benzo[d]thiazol-6-ylmethyl)-N-(bicyclo[1.1.1]pent-1-yl)-7-fluoro-3-methyl-1,3-dihydrofuro[3,4-c]quinoline-8-carboxamide NC1=NC=2C=C(C(=CC2C2=C1[C@H](OC2)C)C(=O)N(C21CC(C2)C1)CC1=CC2=C(N=CS2)C=C1)F